(R)-3-((R)-3-(3-chloro-5-fluorophenylamino)-2-oxacycloheptan-1-yl)piperidine-1-carboxylic acid tert-butyl ester C(C)(C)(C)OC(=O)N1C[C@@H](CCC1)[C@@H]1OC(CCCC1)NC1=CC(=CC(=C1)F)Cl